BrC1=CC2=C(S1(=O)=O)C=1S(C(=CC1C2(CCCCCCBr)CCCCCCBr)Br)(=O)=O 2,6-dibromo-4,4-bis(6-bromohexyl)-4H-cyclopenta[2,1-b:3,4-b']dithiophene-1,1,7,7-tetraoxide